[C@H]12CN(C[C@H](CC1)N2)C=2C1=C(N=C(N2)OCC23CCC(CC2)(CC3)Cl)C(=C(N=C1)C1=CC(=CC3=CC=C(C(=C13)C#C)F)O)F 4-(4-((1R,5S)-3,8-diazabicyclo[3.2.1]oct-3-yl)-2-((4-chlorobicyclo[2.2.2]oct-1-yl)methoxy)-8-fluoropyrido[4,3-d]pyrimidin-7-yl)-5-ethynyl-6-fluoronaphthalen-2-ol